C1=C(C=CC2=CC=CC=C12)C1=CC=C(C=C1)N(C1=CC=C(C(=C1)C1=CC=CC=C1)C1=CC=CC=C1)C1=CC=2C=CC3=CC=CC=C3C2C=C1 {4-(naphthalen-2-yl)phenyl}-(phenanthren-2-yl)-(1,1':2',1''-terphenyl-5'-yl)amine